5-[N-{(4,6-dimethylpyrimidin-2-yl)carbamoyl} Methyl sulfamoyl]-1-(pyridin-2-yl)-1H-pyrazole-4-carboxylate CC1=NC(=NC(=C1)C)NC(=O)CNS(=O)(=O)C1=C(C=NN1C1=NC=CC=C1)C(=O)[O-]